3-methyl-6-(3-methylpyridin-2-yl)-1,2,4,5-tetrazine CC=1N=NC(=NN1)C1=NC=CC=C1C